2,3'-diethylbiphenyl C(C)C1=C(C=CC=C1)C1=CC(=CC=C1)CC